C(C)OC=1C=C(C=CC1OC)/C=C/C(=O)C1=CC=C(C=C1)S(=O)(=O)NCCC(=O)O 3-[[4-[(E)-3-(3-Ethoxy-4-methoxyphenyl)prop-2-enoyl]phenyl]sulfonylamino]propanoic acid